3-(4-(3,4-difluoro-2-(trifluoromethyl)phenyl)piperidine-1-carbonyl)-N-methyl-4,6-dihydropyrrolo[3,4-c]pyrazole-5(1H)-carboxamide FC=1C(=C(C=CC1F)C1CCN(CC1)C(=O)C=1C2=C(NN1)CN(C2)C(=O)NC)C(F)(F)F